N7-((1R,5S,6S)-3-azabicyclo[3.1.0]hex-6-yl)-2-(1H-pyrazol-5-yl)thieno[3,2-b]pyridin-5,7-diamine [C@@H]12CNC[C@H]2C1NC1=C2C(=NC(=C1)N)C=C(S2)C2=CC=NN2